Cl.CN1C(N(C2=C1C=C(C=C2)N2CCN(CC2)C2CCNCC2)C2C(NC(CC2)=O)=O)=O 3-(3-methyl-2-oxo-5-(4-(piperidin-4-yl)piperazin-1-yl)-2,3-dihydro-1H-benzo[d]imidazol-1-yl)piperidine-2,6-dione hydrochloride